C1(CC1)COC1=NC=CC=C1C1=CC(=C(OCCCC(=O)O)C=C1)F 4-[4-(2-cyclopropylmethoxy-pyridin-3-yl)-2-fluoro-phenoxy]-butyric acid